ethyl 2-((1R,5S)-3-(2-((S)-2-methylazetidin-1-yl)-6,7-dihydro-5H-cyclopenta[d]pyrimidin-4-yl)-3-azabicyclo[3.1.1]heptan-6-yl)acetate C[C@@H]1N(CC1)C=1N=C(C2=C(N1)CCC2)N2C[C@H]1C([C@@H](C2)C1)CC(=O)OCC